6-cyclopropaneamido-4-{[3-(2-ethyl-2H-1,2,3-triazol-4-yl)-4-fluoro-2-methoxyphenyl]amino}-N-(2H3)methylpyridazine-3-carboxamide C1(CC1)C(=O)NC1=CC(=C(N=N1)C(=O)NC([2H])([2H])[2H])NC1=C(C(=C(C=C1)F)C1=NN(N=C1)CC)OC